FC=1C=C(C=CC1OC1=CC=NC2=CC(=CN=C12)OC)NC(=O)C=1C(N(C(=CC1C)C)C(=C)C)=O N-[3-fluoro-4-[(7-methoxy-1,5-naphthyridin-4-yl)oxy]phenyl]-4,6-dimethyl-2-oxo-1-prop-1-en-2-ylpyridine-3-carboxamide